C(C)(C)(C)OC(=O)N(C1=NC=CC(=C1)C1=CC=CC(=N1)C(=O)O)CC(F)(F)F 6-[2-[tert-butoxycarbonyl-(2,2,2-trifluoroethyl)amino]-4-pyridyl]pyridine-2-carboxylic acid